lithium 3-(thiophene-3-oxy)propionate S1C=C(C=C1)OCCC(=O)[O-].[Li+]